N1N=NC2=C1C=CC=C2C(=O)[O-].C(CCC)[PH3+] n-butylphosphonium benzotriazolate